S(=O)(=O)(C1=CC=C(C)C=C1)O\N=C(\C(F)(F)F)/C1=CC=C(C=C1)N=[N+]=[N-] (E)-1-(4-azidophenyl)-2,2,2-trifluoroethan-1-one O-tosyl oxime